C(C)C(COC(C1=CC=CC=C1)=O)CCCC benzoic 2-ethylhexyl ester